(2S,4R)-4-(2-chloro-4-(5-methyl-1H-tetrazol-1-yl)phenylsulfonyl)-N-(1-cyanocyclopropyl)-1-(1-(trifluoromethyl)cyclopropanecarbonyl)pyrrolidine-2-carboxamide ClC1=C(C=CC(=C1)N1N=NN=C1C)S(=O)(=O)[C@@H]1C[C@H](N(C1)C(=O)C1(CC1)C(F)(F)F)C(=O)NC1(CC1)C#N